3-(1-methylpiperidin-4-yl)pyrrolo[3,2-b]pyridine CN1CCC(CC1)C1=CNC=2C1=NC=CC2